toluenesulfinic acid CC1=CC=CC=C1S(=O)O